C(CCCCCCCCC)N(C1=CC=C(C=C1)C)C1=CC=C(C=C1)C decyldi(p-tolyl)amine